C(#N)C1=C(C=C(C=C1)N1N(C(C=2C1=NC(=NC2)NC=2C=C1CCN(CC1=CC2)C(=O)OC(C)(C)C)=O)C(C)C)C(F)(F)F tert-Butyl 6-((1-(4-cyano-3-(trifluoromethyl)phenyl)-2-isopropyl-3-oxo-2,3-dihydro-1H-pyrazolo[3,4-d]pyrimidin-6-yl)amino)-3,4-dihydroisoquinoline-2(1H)-carboxylate